C(CCCCCCCCCCCCCCCC)C=1NC=CN1 2-(1-heptadecyl)imidazole